(E)-2-Penten-1-ol C(\C=C\CC)O